5-phenoxy-1(3H)-isobenzofuranone O(C1=CC=CC=C1)C=1C=C2COC(C2=CC1)=O